ClC=1C=C2C(=NC(=NC2=C(C1C1=C(C=CC=C1O)F)F)N1CC(C1)N(C)C)N1CC2(CN(C2)C(C=C)=O)C1 1-(6-(6-chloro-2-(3-(dimethylamino)azetidin-1-yl)-8-fluoro-7-(2-fluoro-6-hydroxyphenyl)quinazolin-4-yl)-2,6-diazaspiro[3.3]heptan-2-yl)prop-2-en-1-one